N-(3-cyano-4-fluorophenyl)-2-fluoro-6-(4-fluoro-3-trifluoromethylphenoxy)-3-(trifluoromethyl)benzamide methyl-2-(6-(1-(trifluoromethyl)cyclopropyl)pyridin-3-yl)acetate COC(CC=1C=NC(=CC1)C1(CC1)C(F)(F)F)=O.C(#N)C=1C=C(C=CC1F)NC(C1=C(C(=CC=C1OC1=CC(=C(C=C1)F)C(F)(F)F)C(F)(F)F)F)=O